(E)-1-(3'-methoxy-[1,1'-biphenyl]-3-yl)-3-(quinoxalin-6-yl)prop-2-en-1-one COC=1C=C(C=CC1)C1=CC(=CC=C1)C(\C=C\C=1C=C2N=CC=NC2=CC1)=O